2-[(6-Oxido-6H-dibenzo[c,e][1,2]oxaphosphinin-6-yl)methyl]succinic acid O=P1(OC2=C(C3=C1C=CC=C3)C=CC=C2)CC(C(=O)O)CC(=O)O